3-(quinoxalin-2-yl)-3-(5-(2-(5,6,7,8-tetrahydro-1,8-naphthyridin-2-yl)ethoxy)-1H-indazol-1-yl)propionic acid N1=C(C=NC2=CC=CC=C12)C(CC(=O)O)N1N=CC2=CC(=CC=C12)OCCC1=NC=2NCCCC2C=C1